C1(=CC=CC=C1)NC1=C(C=CC=C1)N(C=O)CCC N-(2-(phenylamino)phenyl)-N-propyl-formamide